CC(C[C@@H](C(N[C@H](C=O)C[C@H]1C(NCC1)=O)=O)NC(OCC12CCC(CC1)(CC2)CCCCC)=O)C (4-Pentylbicyclo[2.2.2]octan-1-yl)methyl ((S)-4-methyl-1-oxo-1-(((S)-1-oxo-3-((S)-2-oxopyrrolidin-3-yl)propan-2-yl)amino)pentan-2-yl)carbamate